4-(5-(azetidin-1-yl)-1-(oxetan-3-yl)-1H-benzo[d]imidazol-2-yl)-3-fluoro-6-methoxybenzene-1,2-diol N1(CCC1)C1=CC2=C(N(C(=N2)C=2C(=C(C(=C(C2)OC)O)O)F)C2COC2)C=C1